cyclopropyl-6-methyl-2-(naphthalen-2-yl)-7H-pyrrolo[2,3-d]pyrimidin-4-amine C1(CC1)C1=C(NC=2N=C(N=C(C21)N)C2=CC1=CC=CC=C1C=C2)C